[NH4+].[Na+].ClCC1=C(C=C(C=C1)N=C=O)N=C=O 1-chloromethyl-2,4-diisocyanatobenzene Sodium ammonium